OC=1C=C(C2=CC=CC=C2C1)C1=CC=C2C(=NC(=NC2=C1)OC[C@H]1N(CCC1)C)N1[C@H]2CN(C[C@@H]1CC2)C(C(=O)NC2=NC=CC=C2)=O 2-((1R,5S)-8-(7-(3-hydroxynaphthalen-1-yl)-2-(((S)-1-methylpyrrolidin-2-yl)methoxy)quinazolin-4-yl)-3,8-diazabicyclo[3.2.1]octan-3-yl)-2-oxo-N-(pyridin-2-yl)acetamide